N-(1-cyanocyclopropyl)-3-(5-(difluoromethyl)-1,3,4-thiadiazol-2-yl)-8-(6-(1-methylcyclopropane-1-carbonyl)-3,6-diazabicyclo[3.1.1]heptan-3-yl)imidazo[1,5-a]pyridine-6-sulfonamide C(#N)C1(CC1)NS(=O)(=O)C=1C=C(C=2N(C1)C(=NC2)C=2SC(=NN2)C(F)F)N2CC1N(C(C2)C1)C(=O)C1(CC1)C